(S)-3-Hydroxy-1-(1H-indol-5-yl)-2-oxo-pyrrolidine-3-carboxylic acid 3,5-difluoro-benzylamide FC=1C=C(CNC(=O)[C@@]2(C(N(CC2)C=2C=C3C=CNC3=CC2)=O)O)C=C(C1)F